2-[1-(6-Methyl-4-oxo-2-pyrrolo[1,2-a]pyrazin-1-yl-chromen-8-yl)ethylamino]benzoic acid CC=1C=C2C(C=C(OC2=C(C1)C(C)NC1=C(C(=O)O)C=CC=C1)C=1C=2N(C=CN1)C=CC2)=O